S1C(=NC2=C1C=CC=C2)NC(=O)C=2C=CC=C1CCN(CC21)C2=CC=C(C(=N2)C(=O)O)C=2C=NN(C2C)CC2(CCCCC2)COC 6-[8-(1,3-benzothiazol-2-ylcarbamoyl)-3,4-dihydroisoquinolin-2(1H)-yl]-3-(1-{[1-(methoxymethyl)cyclohexyl]methyl}-5-methyl-1H-pyrazol-4-yl)pyridine-2-carboxylic acid